C(C)(C)(C)OC(=O)NC=1C(=NC(=CC1)Cl)CNCC(=O)OC(C)(C)C tert-butyl 2-[({3-[(tert-butoxycarbonyl)amino]-6-chloropyridin-2-yl}methyl)amino]acetate